2-chloro-1-[2-(trifluoromethyl)pyrrolidin-1-yl]ethanone ClCC(=O)N1C(CCC1)C(F)(F)F